sodium N,N-dimethyl-dithio-sulfamate CN(S([O-])(=S)=S)C.[Na+]